ClC=1C=C(C=CC1F)NC(=O)C1=C(N=CN1C)C1CC2CC(CC2C1)(C1=CC(=NN1C(C)C)[N+](=O)[O-])O N-(3-Chloro-4-fluorophenyl)-4-(5-hydroxy-5-(1-isopropyl-3-nitro-1H-pyrazol-5-yl)octahydropentalen-2-yl)-1-methyl-1H-imidazole-5-carboxamide